BrC1=NN2C(N=C(C=C2NC[C@@]2(C[C@@H](CC2)O)C2=CC=NC=C2)C(F)(F)F)=C1 |o1:11,13| (1R*,3S*)-3-(((2-bromo-5-(trifluoromethyl)pyrazolo[1,5-a]pyrimidin-7-yl)amino)methyl)-3-(pyridin-4-yl)cyclopentan-1-ol